3-bromo-4-fluoro-phenyl 2,4,6-tri-O-acetyl-3-azido-3-deoxy-1-thio-α-D-galactopyranoside C(C)(=O)O[C@H]1[C@@H](SC2=CC(=C(C=C2)F)Br)O[C@@H]([C@@H]([C@@H]1N=[N+]=[N-])OC(C)=O)COC(C)=O